P-(4-(5-(chlorodifluoromethyl)-1,2,4-oxadiazol-3-yl)phenyl)-P-methyl-N-(pyridin-3-yl)phosphinic amide ClC(C1=NC(=NO1)C1=CC=C(C=C1)P(NC=1C=NC=CC1)(=O)C)(F)F